OC1=C(C=C(C=C1)N1C(C2=CC=C(C=C2CC1)C1=CC=CC=C1)=O)[N+](=O)[O-] 2-(4-hydroxy-3-nitrophenyl)-6-phenyl-3,4-dihydroisoquinolin-1(2H)-one